Acryl-Ethylen C(=O)(C=C)C=C